4-(5-fluoro-2-methoxypyridin-4-yl)-3-methylbenzoic acid methyl ester COC(C1=CC(=C(C=C1)C1=CC(=NC=C1F)OC)C)=O